CC1=CC(=NC=C1C)C1=NC=C(C(=C1)C)C 4,4',5',5-Tetramethylbipyridine